BrC1=C(C(=C(NC)C(=C1)[N+](=O)[O-])F)C 4-bromo-2-fluoro-N,3-dimethyl-6-nitro-aniline